ClC1=CC(=NC(=N1)N1CCOCC1)N[C@H](CO)C (S)-2-((6-chloro-2-morpholinylpyrimidin-4-yl)amino)propan-1-ol